N-(3-((2-((2-ethyl-4-(4-methylpiperazin-1-yl)phenyl)amino)-5-(trifluoromethyl)pyrimidin-4-yl)amino)propyl)-3,3-difluorocyclobutane-1-carboxamide C(C)C1=C(C=CC(=C1)N1CCN(CC1)C)NC1=NC=C(C(=N1)NCCCNC(=O)C1CC(C1)(F)F)C(F)(F)F